4-[3-[4-cyano-3-(trifluoromethyl)phenyl]-5,5-dimethyl-4-oxo-2-thioxoimidazolidin-1-yl]-2-fluorobenzamide C(#N)C1=C(C=C(C=C1)N1C(N(C(C1=O)(C)C)C1=CC(=C(C(=O)N)C=C1)F)=S)C(F)(F)F